2-(7-bromo-2,3-dihydro-1H-inden-4-yl)-4-(trifluoromethyl)-1H-imidazole BrC=1C=CC(=C2CCCC12)C=1NC=C(N1)C(F)(F)F